2-(4-amino-2-methylphenyl)-1-methyl-1H-benzo[d]imidazole-5-amine NC1=CC(=C(C=C1)C1=NC2=C(N1C)C=CC(=C2)N)C